(S)-1-methyl-7-((3-methylpiperidin-1-yl)methyl)-1H-pyrrolo[3,2-b]pyridine-5-carboxylic acid CN1C=CC2=NC(=CC(=C21)CN2C[C@H](CCC2)C)C(=O)O